N-(3-(3,6-difluoropyridin-2-yl)-1-((1r,4r)-4-ethoxycyclohexyl)-1H-pyrazol-4-yl)-2-(1H-pyrazol-4-yl)thiazole-4-carboxamide Benzenesulfonic Acid Salt C1(=CC=CC=C1)S(=O)(=O)O.FC=1C(=NC(=CC1)F)C1=NN(C=C1NC(=O)C=1N=C(SC1)C=1C=NNC1)C1CCC(CC1)OCC